2-(1-((2-(3,5-dichlorophenyl)-6-((6-(4-(2-methoxyethyl)piperazin-1-yl)pyridin-3-yl)oxy)pyridin-4-yl)methyl)piperidin-4-yl)acetic acid ClC=1C=C(C=C(C1)Cl)C1=NC(=CC(=C1)CN1CCC(CC1)CC(=O)O)OC=1C=NC(=CC1)N1CCN(CC1)CCOC